trans-4-Acetamido-N-(3-(1-isopropyl-1H-pyrazol-4-yl)phenyl)-N-((trans-4-(4-methoxy-3-methylphenyl)cyclohexyl)methyl)cyclohexanecarboxamide C(C)(=O)N[C@@H]1CC[C@H](CC1)C(=O)N(C[C@@H]1CC[C@H](CC1)C1=CC(=C(C=C1)OC)C)C1=CC(=CC=C1)C=1C=NN(C1)C(C)C